(Z)-1-(2-Fluoro-5-(3-(4-fluorophenyl)-4-oxo-3,4-dihydrophthalazin-1-yl)phenyl)-N-methylmethanimine Oxide FC1=C(C=C(C=C1)C1=NN(C(C2=CC=CC=C12)=O)C1=CC=C(C=C1)F)\C=[N+](\C)/[O-]